(1R,4R)-N4-{2-[3-(2-amino-4-methanesulfonylphenoxy)prop-1-yn-1-yl]-1-(2,2,2-trifluoroethyl)-1H-indol-4-yl}-N1,N1-dimethylcyclohexane-1,4-diamine NC1=C(OCC#CC=2N(C3=CC=CC(=C3C2)NC2CCC(CC2)N(C)C)CC(F)(F)F)C=CC(=C1)S(=O)(=O)C